(3S,4R,5R,6S)-1-[5-(3-biphenylylmethoxy)pentyl]-3,4,5,6-azepanetetrol C1(=CC(=CC=C1)COCCCCCN1C[C@@H]([C@H]([C@@H]([C@H](C1)O)O)O)O)C1=CC=CC=C1